3-hydroxybutyrolactone OC1CC(=O)OC1